CC1=NOC(=C1C1=CC=C(S1)[C@H](CC(=O)O)NC(=O)NC=1C(N(C=CC1O)C)=O)C (S)-3-(5-(3,5-dimethylisoxazol-4-yl)thiophen-2-yl)-3-(3-(4-hydroxy-1-methyl-2-oxo-1,2-dihydropyridin-3-yl)ureido)propanoic acid